ClCC(=O)NC=1C=C2C(=NC1)N(C=C2\C=C\C2=CC=C(C=C2)Cl)C (E)-2-Chloro-N-(3-(4-chlorostyryl)-1-methyl-1H-pyrrolo[2,3-b]pyridin-5-yl)acetamide